COC1=C(C(=CC=C1)OC)N1C(=NN=C1C=1C=NC=C(C1)C)NS(=O)(=O)C(C(C1=NC=C(N=C1)C)O)C N-(4-(2,6-dimethoxyphenyl)-5-(5-methyl-3-pyridinyl)-4H-1,2,4-triazol-3-yl)-1-hydroxy-1-(5-methyl-2-pyrazinyl)-2-propanesulfonamide